ethyl-d5 trifluoromethanesulfonate FC(S(=O)(=O)OC(C([2H])([2H])[2H])([2H])[2H])(F)F